bis[(phenyl)biphenylyl]diphenylbenzofluoranthene C1(=CC=CC=C1)C=1C(=C(C=CC1)C1=CC=CC=C1)C=1C2=C(C(=C(C=3C4=C5C(=CC=C4C(=CC1)C32)C=CC=C5)C5=CC=CC=C5)C5=CC=CC=C5)C5=C(C=CC=C5C5=CC=CC=C5)C5=CC=CC=C5